1-methyl-5-(2-methyl-4-((1-(3-(trifluoromethyl)phenyl)ethyl)amino)-8,9-dihydro-7H-cyclopenta[h]quinazolin-6-yl)pyridin-2(1H)-one CN1C(C=CC(=C1)C=1C=C2C(=NC(=NC2=C2C1CCC2)C)NC(C)C2=CC(=CC=C2)C(F)(F)F)=O